O[C@H](CO)C1=C2C(=NC=C1)N(N=C2C2CN(C2)C(C=C)=O)C2=CC=C(C=C2)OC(F)(F)F (S)-1-(3-(4-(1,2-Dihydroxyethyl)-1-(4-(trifluoromethoxy)phenyl)-1H-pyrazolo[3,4-b]pyridin-3-yl)azetidin-1-yl)prop-2-en-1-one